NC1=C2C(=NC=N1)N(N=C2C2=CC=C(C=C2)O)CC2=NC1=CC=CC(=C1C(N2CC2=C(C=C(C=C2)Cl)F)=O)C#C 2-((4-Amino-3-(4-hydroxyphenyl)-1H-pyrazolo[3,4-d]pyrimidin-1-yl)methyl)-3-(4-chloro-2-fluorobenzyl)-5-ethynylquinazolin-4(3H)-one